2,6-difluoro-p-phenylenediamine FC1=C(C(=CC(=C1)N)F)N